FC=1C=C2C(=CNC2=CC1F)NC(C#C)=O N-(5,6-difluoro-1H-indol-3-yl)propiolamide